BrC=1C=C(C(N(C1)C(C(=O)OCC)CC(C)C)=O)C(F)F ethyl 2-(5-bromo-3-(difluoromethyl)-2-oxopyridin-1(2H)-yl)-4-methylpentanoate